(3S,4S)-1-(tert-Butoxycarbonyl)-4-(thiophen-2-yl)pyrrolidine-3-carboxylic acid C(C)(C)(C)OC(=O)N1C[C@H]([C@@H](C1)C=1SC=CC1)C(=O)O